2-(4-chloro-3-fluorophenoxy)-N-{4-[2-(4-fluorophenoxy)acetylamino]-3-hydroxybicyclo[2.2.2]octan-1-yl}acetamide ClC1=C(C=C(OCC(=O)NC23CC(C(CC2)(CC3)NC(COC3=CC=C(C=C3)F)=O)O)C=C1)F